ClC1=CC=C(OC=2C=CC=C3C(CCOC23)O)C=C1 8-(4-chlorophenoxy)chroman-4-ol